COC(/C(=C/O[C@@H]1CC[C@@H](CC1)C1=CC=CC=C1)/N1C(C=CC=C1)=O)=O (2Z)-2-(2-oxo-1,2-dihydropyridin-1-yl)-3-{[(cis)-4-phenylcyclohexyl]oxy}prop-2-enoic acid methyl ester